F[B-](F)(F)F.C12=CC=C(CC1)C2.C21=CC=C(CC2)C1.[Rh+3].F[B-](F)(F)F.F[B-](F)(F)F Rhodium bis(norbornadiene) tetrafluoroborate